[1-[(2-Chlorophenyl)methyl]-5-(3,5-diethoxyphenyl)-1H-pyrazol-3-yl]methanol ClC1=C(C=CC=C1)CN1N=C(C=C1C1=CC(=CC(=C1)OCC)OCC)CO